COC1=CC2=C(N=CS2)C=C1C1=CN(C2=NC(=CC=C21)N)COCC[Si](C)(C)C 3-(6-methoxy-1,3-benzothiazol-5-yl)-1-[[2-(trimethylsilyl)ethoxy]methyl]pyrrolo[2,3-b]pyridin-6-amine